C(C)(C)(C)OC(NC1CCC(CC1)N1CC2=CC=C(C=C2CC1)N1C(N=C(C=C1)N)=O)=O (4-(6-(4-amino-2-oxopyrimidin-1(2H)-yl)-3,4-dihydroisoquinolin-2(1H)-yl)cyclohexyl)carbamic acid tert-butyl ester